(4-thiophenyl) dithiophosphate P(=S)(SC=1C=CSC1)([O-])[O-]